C1C(O1)CCO 2-(epoxyethane-2-yl)ethanol